C(C)(=O)N(C1=C(C=C(C=C1)C1=NC=C(C=C1)C(NCC=1C(=NC=CC1)C)=O)C)CCNC(OCC)=O Ethyl N-[2-[N-acetyl-2-methyl-4-[5-[(2-methyl-3-pyridyl)methylcarbamoyl]-2-pyridyl] anilino]ethyl]carbamate